ClC=1C(=NC(=NC1)N[C@H]1[C@H](C=2N(CC1)N=CC2)O)C=2C=C(C1=C(N(C(=N1)C)C(C)C)C2)F |r| rac-(4R,5R)-5-((5-chloro-4-(4-fluoro-1-isopropyl-2-methyl-1H-benzo[d]imidazol-6-yl)pyrimidin-2-yl)amino)-4,5,6,7-tetrahydropyrazolo[1,5-a]pyridin-4-ol